NC1=CC(=C(C(=N1)C1C(CC=2C(=NC(=NC2C1)OCC12CCCN2CCC1)N([C@H]1CNCC1)C)C)C(F)(F)F)C 7-(6-amino-4-methyl-3-(trifluoromethyl)pyridin-2-yl)-2-((hexahydro-1H-pyrrolizin-7a-yl)methoxy)-N,6-dimethyl-N-((R)-pyrrolidin-3-yl)-5,6,7,8-tetrahydroquinazolin-4-amine